ClC1=CN=C(N=N1)N1CCC2(CC1)[C@@H](C1=CC=CC=C1C2)NS(=O)C(C)(C)C N-((S)-1'-(6-chloro-1,2,4-triazin-3-yl)-1,3-dihydrospiro[indene-2,4'-piperidine]-1-yl)-2-methylpropane-2-sulfinamide